SCCC1C(CCCC1)(CCS)CCS tris(2-mercaptoethyl)cyclohexane